bis(2-hydroxyethyl)-N5,N5-dimethyl-pentanediamide OCCC(C(=O)N)(CCC(=O)N(C)C)CCO